COC1=CC=C(C=C1)C1=NN(C(=C1)C(F)(F)F)CC1=CC=C(C=C1)C1=NOC(=N1)C(F)(F)F 3-[4-[[3-(4-methoxyphenyl)-5-(trifluoromethyl)pyrazol-1-yl]methyl]phenyl]-5-(trifluoromethyl)-1,2,4-oxadiazole